CN1N=CC=2C1=NC(=CC2N2CC1=C(CC2)N(N=C1C)CC12CCC(CC1)(CC2)N(C(OC(C)(C)C)=O)C)C 1-tert-butyl (4-((5-(1,6-dimethyl-1H-pyrazolo[3,4-b]pyridin-4-yl)-3-methyl-4,5,6,7-tetrahydro-1H-pyrazolo[4,3-c]pyridin-1-yl)methyl)bicyclo[2.2.2]octan-1-yl)(methyl)carbamate